ClC1=CC=C(CN2CC(CCC2)C2=CC=NC=3N2N=C(C3CNCCCCOC)C)C=C1 N-((7-(1-(4-Chlorobenzyl)piperidin-3-yl)-2-methylpyrazolo[1,5-a]pyrimidin-3-yl)methyl)-4-methoxybutan-1-amine